NC1=C(C=CC(=C1)C(C)(C)C)NC(=O)C1=NC=CC(=C1CO[Si](C)(C)C(C)(C)C)Cl N-(2-amino-4-(tert-butyl)phenyl)-3-(((tert-butyldimethylsilyl)oxy)methyl)-4-chloropyridine-2-carboxamide